FC1(CN(C1)C(=O)NCC(=O)N1[C@@H](C[C@H](C1)F)C(=O)N[C@@H](C1=CC=CC=C1)C1=NC(=C(C=C1)C(C)C)F)F (2S,4R)-1-{2-[(3,3-difluoroazetidine-1-carbonyl)amino]acetyl}-4-fluoro-N-[(S)-[6-fluoro-5-(propan-2-yl)pyridin-2-yl](phenyl)methyl]pyrrolidine-2-carboxamide